5'-(2-(((1r,4r)-4-aminocyclohexyl)amino)-1-phenylethyl)-2'-chloro-5-(2-(dimethylamino)-2-oxoethoxy)-6-fluoro-[1,1'-biphenyl]-2-carboxamide NC1CCC(CC1)NCC(C1=CC=CC=C1)C=1C=CC(=C(C1)C=1C(=CC=C(C1F)OCC(=O)N(C)C)C(=O)N)Cl